FC=1C=C(COC2=NC(N3C(N4[C@@]5(CO[C@H](C4)C5)C3)=C2OC)=O)C=C(C1OC1=CC(=NC=C1)C(F)(F)F)F (3S,11aR)-7-((3,5-difluoro-4-((2-(trifluoromethyl)pyridin-4-yl)oxy)benzyl)oxy)-6-methoxy-3,4-dihydro-1H,9H,11H-3,11a-methanopyrimido[6',1':2,3]imidazo[5,1-c][1,4]oxazin-9-one